O=C1CN(C1)C(=O)N 3-oxoazetidine-1-carboxamide